FC1=CC(=CC2=C(N(N=C12)C)C(C)C)C1=CC(=NC=C1C)NC(=O)[C@@H]1C[C@@H](CCC1)NC(COC)=O (1S,3R)-N-(4-(7-fluoro-3-isopropyl-2-methyl-2H-indazol-5-yl)-5-methylpyridin-2-yl)-3-(2-methoxyacetylamino)cyclohexane-1-carboxamide